FC1(CCC(CC1)N=CC1=NC(=NC=C1)NC(OCC1=CC=CC=C1)=O)F Benzyl (4-(((4,4-difluorocyclohexyl)imino)methyl)pyrimidin-2-yl)carbamate